(R)-3-(hydroxymethyl)pyrroline-1-carboxylic acid tert-butyl ester C(C)(C)(C)OC(=O)N1C=C(CC1)CO